ClC1=C(C(=O)OC)C=CC(=C1)NC(=O)C=1N(C(=CN1)C=1C(=NN(C1)[C@@H]1C(C1)(F)F)C(F)(F)F)C methyl (S)-2-chloro-4-(5-(1-(2,2-difluorocyclopropyl)-3-(trifluoromethyl)-1H-pyrazol-4-yl)-1-methyl-1H-imidazole-2-carboxamido)benzoate